C(C)(C)(C)OC(=O)N1CCC(CC1)C1=C(C=C(C=C1)OCCCCN1CCN(CC1)C=1C=C2CN(C(C2=C(C1)OC)=O)C1C(NC(CC1)=O)=O)F tert-butyl-4-(4-(4-(4-(2-(2,6-dioxopiperidin-3-yl)-7-methoxy-1-oxoisoindolin-5-yl)piperazin-1-yl)butoxy)-2-fluorophenyl)piperidine-1-carboxylate